C(=O)(C(=C)C)OCCC[Si](OC)(OC)OC methacryl-oxypropyl-trimethoxysilane